4-((2S,5R)-2,5-Diethyl-4-(1-(4-(trifluoromethyl)phenyl)ethyl)piperazin-1-yl)-1-methyl-2-oxo-1,2-dihydropyrido[3,2-d]pyrimidine-6-carboxylic Acid C(C)[C@@H]1N(C[C@H](N(C1)C(C)C1=CC=C(C=C1)C(F)(F)F)CC)C=1C2=C(N(C(N1)=O)C)C=CC(=N2)C(=O)O